4-Hydroxy-N-[(1r,4r)-4-cyanocyclohexyl]-3-{2-[4-(trifluoromethoxy)phenyl]-6-oxa-2,9-diazaspiro[4.5]decan-9-yl}butanamide OCC(CC(=O)NC1CCC(CC1)C#N)N1CCOC2(CCN(C2)C2=CC=C(C=C2)OC(F)(F)F)C1